CN1N=NC(=C1)C=O (1-methyl-1H-1,2,3-triazol-4-yl)methanone